5-((2-(2-(2-(2-(2-((2-(2,6-dioxopiperidin-3-yl)-1,3-dioxoisoindolin-4-yl)oxy)acetamido)ethoxy)ethoxy)ethoxy)pyridin-4-yl)amino)-3-(4-(ethylsulfonamido)phenyl)-1H-pyrazole-4-carboxamide O=C1NC(CCC1N1C(C2=CC=CC(=C2C1=O)OCC(=O)NCCOCCOCCOC1=NC=CC(=C1)NC1=C(C(=NN1)C1=CC=C(C=C1)NS(=O)(=O)CC)C(=O)N)=O)=O